C(C1=CC=CC=C1)SC1=CC=C(C=C1)NC([C@H](CC1=NC=CC=C1)NC(C1=CC=C(C=C1)F)=O)=O (S)-N-(1-(4-(benzylsulfanyl)phenylamino)-1-oxo-3-(pyridin-2-yl)propan-2-yl)-4-fluorobenzamide